ClC1=CN(C=2N=CN=C(C21)NCC2=C(C=C(C=C2)OC)OC)C=2C=C(C=NC2)CO (5-(5-chloro-4-(2,4-dimethoxybenzylamino)-7H-pyrrolo[2,3-d]pyrimidin-7-yl)pyridin-3-yl)methanol